4-(3-trifluoromethylbenzyl)piperazin-amid FC(C=1C=C(CN2CCN(CC2)C(=O)N)C=CC1)(F)F